CN1N=C2N(C3=CC=C(C=C3C2=C1)C(=O)NCCOCCOCC(=O)OC(C)(C)C)C1=CC=C(C=C1)C(F)(F)F tert-butyl 2-{2-[2-({2-methyl-8-[4-(trifluoromethyl)phenyl]-2H,8H-pyrazolo[3,4-b]indol-5-yl}formamido)ethoxy]ethoxy}acetate